C(C)(C)(C)OC(=O)N1C(CC1)(C)\C=C\S(NC(NC1=C2CCCC2=CC=2CCCC12)=O)(=O)=O tert-Butyl-(E)-2-(2-(N-((1,2,3,5,6,7-hexahydro-s-indacen-4-yl)carbamoyl)sulfamoyl)vinyl)-2-methylazetidin-1-carboxylat